C(C)(=O)ONC(=N)C=1C=C(SC1)CNC(=O)[C@H]1N(C[C@@H](C1)CC1=CC=C(C=C1)C(F)(F)F)C(CNC(C1=CC=C(C=C1)OC1=CC=CC=C1)=O)=O (2S,4R)-N-((4-(N-acetoxycarbamimidoyl)thiophen-2-yl)methyl)-1-((4-phenoxy-benzoyl)glycyl)-4-(4-(trifluoromethyl)benzyl)pyrrolidine-2-carboxamide